4-(2'-Chloro-5-cyano-4-hydroxy-biphenyl-3-yl)-4-oxo-butyric acid ClC1=C(C=CC=C1)C1=CC(=C(C(=C1)C#N)O)C(CCC(=O)O)=O